1-N'-(4-fluorophenyl)-1-N-[4-[7-[2-(trifluoromethyl)pyridin-4-yl]quinolin-4-yl]oxyphenyl]cyclopropane-1,1-dicarboxamide FC1=CC=C(C=C1)NC(=O)C1(CC1)C(=O)NC1=CC=C(C=C1)OC1=CC=NC2=CC(=CC=C12)C1=CC(=NC=C1)C(F)(F)F